Sodium dihydrogen phosphate, Dihydrate O.O.P(=O)(O)(O)[O-].[Na+]